O=C(CC=1C(N(N=CC1)C1=CC=CC=C1)=O)N1CC(CCC1)COC1=CC=CC=C1 4-(2-oxo-2-(3-(phenoxymethyl)piperidin-1-yl)ethyl)-2-phenylpyridazin-3(2H)-one